FC(=C1CC2(CCCN2C1)COC=1N=C(C2=C(N1)CN(CC2)C2=CC(=CC1=CC=C(C(=C21)CC)F)OCOC)OC)F 2-((2-(difluoromethylene)tetrahydro-1H-pyrrolizin-7a(5H)-yl)methoxy)-7-(8-ethyl-7-fluoro-3-(methoxymethoxy)naphthalen-1-yl)-4-methoxy-5,6,7,8-tetrahydropyrido[3,4-d]pyrimidine